1-bromo-2,3,5-trichlorobenzene BrC1=C(C(=CC(=C1)Cl)Cl)Cl